ClC1=CC=CC2=C1C(=NO2)C2=C(C=CC=C2)S(=O)(=O)N (4-Chlorobenzo[d]isoxazol-3-yl)benzenesulfonamide